3-methoxy-4-(4-methylbenzyloxy)aniline COC=1C=C(N)C=CC1OCC1=CC=C(C=C1)C